2,2-bis(4-pentenyl)glycine C(CCC=C)C(N)(C(=O)O)CCCC=C